3,7,11,15-tetramethylhexadeca-1,6,10,14-tetraen-3-ol CC(C=C)(CCC=C(CCC=C(CCC=C(C)C)C)C)O